NC1=NC=CC(=N1)C=1C2=C(C(=NC1)NCC=1C=C(C(=O)NC3CN(C3)C3COC3)C=CC1)CCO2 3-(((7-(2-Aminopyrimidin-4-yl)-2,3-dihydrofuro[3,2-c]pyridin-4-yl)amino)methyl)-N-(1-(oxetan-3-yl)azetidin-3-yl)benzamid